COC(=O)C1=CC=C(O1)C1=CC=C(C(=O)NC2=CC=C(C=C2)C2=CC=CC=C2)C=C1 4'-{4-[5-(methoxycarbonyl)furan-2-yl]benzamido}-[1,1'-biphenyl]